(2S,11aR)-7-fluoro-2-hydroxy-6-isopropoxy-2,3,11,11a-tetrahydro-1H,5H-benzo[f]pyrrolo[2,1-c][1,4]Oxazepine-5-one FC=1C=CC2=C(C(N3[C@@H](CO2)C[C@@H](C3)O)=O)C1OC(C)C